Dichlorobutan ClC(C(C)Cl)C